N-(5-amino-2-methylpyridin-3-yl)-2-(1-(2-methoxyethyl)-1H-pyrazol-4-yl)pyrazolo[5,1-b]Thiazole-7-carboxamide hydrochloride Cl.NC=1C=C(C(=NC1)C)NC(=O)C=1C=NN2C1SC(=C2)C=2C=NN(C2)CCOC